C(C)C=1NC(=NN1)C=1C(=CC(=C(C(=O)O)C1)C)F 5-(5-ethyl-4H-1,2,4-triazol-3-yl)-4-fluoro-2-methylbenzoic acid